1-(7-((S)-1-(4-chlorobenzyl)piperidin-3-yl)-2-methylpyrazolo[1,5-a]pyrimidin-3-yl)-N-(((S)-tetrahydrofuran-3-yl)methyl)methylamine ClC1=CC=C(CN2C[C@H](CCC2)C2=CC=NC=3N2N=C(C3CNC[C@H]3COCC3)C)C=C1